FC(C=1C=C(CN2C(=NC=3C2=NC(=CN3)C=3C2=C(C(N(C3)C)=O)NC=C2)C)C=CC1)(F)F 4-(1-(3-trifluoromethylbenzyl)-2-methyl-1H-imidazo[4,5-b]-pyrazin-6-yl)-6-methyl-1H-pyrrolo[2,3-c]pyridin-7(6H)-one